FC1=CC=C(C=C1)C=1C=C2C(=C(C(N(C2=NC1)CCN1CCOCC1)=O)C(=O)NC1(CCC(CC1)C)C(NC)=O)O 6-(4-fluorophenyl)-4-hydroxy-N-((1r,4r)-4-methyl-1-(methylcarbamoyl)cyclohexyl)-1-(2-morpholinoethyl)-2-oxo-1,2-dihydro-1,8-naphthyridine-3-carboxamide